C1(=CC=CC=C1)C(=CC(=O)O)C1=CC=CC=C1 β,β-Diphenyl-Acrylic Acid